N-(5-(benzyloxy)-3,4,6-trimethylpyridin-2-yl)-5-chlorobenzofuran-2-carboxamide C(C1=CC=CC=C1)OC=1C(=C(C(=NC1C)NC(=O)C=1OC2=C(C1)C=C(C=C2)Cl)C)C